COC1=C(C(=CC(=C1)C1=CN(C(C2=CN=CC=C12)=O)C)OC)CN1CCN(CC1)C(COC1=C2C(N(C(C2=CC=C1)=O)C1C(NC(CC1)=O)=O)=O)=O 4-[2-(4-[[2,6-dimethoxy-4-(2-methyl-1-oxo-2,7-naphthyridin-4-yl)phenyl]methyl]piperazin-1-yl)-2-oxoethoxy]-2-(2,6-dioxopiperidin-3-yl)isoindole-1,3-dione